O1C(CCCC1)OCCN1C=C(C=CC1=O)C(=O)OC methyl 1-[2-(oxan-2-yloxy)ethyl]-6-oxopyridine-3-carboxylate